2,6-dipropoxyphenol C(CC)OC1=C(C(=CC=C1)OCCC)O